O1C=NC2=C1C=CC(=C2)C2=[O+]C1=CC(=CC(=C1C=C2O)O)O 2-(benzo[d]oxazol-5-yl)-3,5,7-trihydroxychromenylium